2-(4-methyl-benzylidene)heptanol 5-decenoate C(CCCC=CCCCC)(=O)OCC(CCCCC)=CC1=CC=C(C=C1)C